C[C@@H](C(=O)NCC(=O)[O-])[NH3+] The molecule is a peptide zwitterion obtained by transfer of a proton from the carboxy to the amino terminus of Ala-Gly. It is a tautomer of an Ala-Gly.